3-fluoropyridin-3-amine FC1(CN=CC=C1)N